C(CCCCCCC)C(COC(=O)C1=CC2=CC3=C(C=C(C4=C3SC=C4)C(=O)OCC(CCCCCCCCCC)CCCCCCCC)C=C2C=2SC=CC21)CCCCCCCCCC bis(2-octyldodecyl)anthra[1,2-b:5,6-b']dithiophene-4,10-dicarboxylate